(R)-1-(4-chloro-2-(trifluoromethyl)phenyl)-2'-(2-ethoxypyridin-3-yl)-7'-(pyrrolidin-3-yl)-7',8'-dihydro-6'H-spiro[piperidine-4,5'-[1,7]naphthyridin]-6'-one ClC1=CC(=C(C=C1)N1CCC2(C=3C=CC(=NC3CN(C2=O)[C@H]2CNCC2)C=2C(=NC=CC2)OCC)CC1)C(F)(F)F